OC1C(OC2=CC(=CC(=C2C1=O)O)O)C1=CC(=C(C=C1)O)O 3,5,7,3',4'-pentahydroxyflavanone